2-(2-Difluoromethoxy-pyridin-4-yl)-pentanoic Acid (5-bromo-pyrazin-2-yl)-amide BrC=1N=CC(=NC1)NC(C(CCC)C1=CC(=NC=C1)OC(F)F)=O